IC=1C=NN2C1CN(CC2)C(=O)OCC2=CC=CC=C2 benzyl 3-iodo-6,7-dihydro-4H-pyrazolo[1,5-a]pyrazine-5-carboxylate